FC=1C=C(C=CC1F)CC(C)(C)NC([C@H](C)NC(OC(C)(C)C)=O)=O tert-butyl (S)-(1-((1-(3,4-difluorophenyl)-2-methylpropan-2-yl)amino)-1-oxopropan-2-yl)carbamate